C(C)(C)(C)OC(CC1(N(CC1)C(=O)OC(C)(C)C)C(=O)OC)=O 1-(tert-butyl) 2-methyl 2-(2-(tert-butoxy)-2-oxoethyl)azetidine-1,2-dicarboxylate